N-(5-bromo-6-fluoro-indan-2-yl)-N-[(2S)-2-hydroxy-2-(3-pyridyl)ethyl]propanamide BrC=1C=C2CC(CC2=CC1F)N(C(CC)=O)C[C@H](C=1C=NC=CC1)O